Cl.CN([C@H]1CN(CCC1)C(CCC=1N(C=CN1)CCOC)=O)C (R)-1-(3-(dimethylamino)piperidin-1-yl)-3-(1-(2-methoxyethyl)-1H-imidazol-2-yl)propan-1-one hydrochloride